ClC1=NC=CC(=C1)C=1C=2N(C=C(C1)C)C(=CN2)C(=O)N2CCCCC2 (8-(2-chloropyridin-4-yl)-6-methylimidazo[1,2-a]Pyridin-3-yl)(piperidin-1-yl)methanone